(R)-N2-(2-(4-chlorophenyl)pyridin-4-yl)-6-(6-(trifluoromethyl)pyridin-2-yl)-N4-(1,1,1-trifluoropropan-2-yl)-1,3,5-triazine-2,4-diamine ClC1=CC=C(C=C1)C1=NC=CC(=C1)NC1=NC(=NC(=N1)N[C@@H](C(F)(F)F)C)C1=NC(=CC=C1)C(F)(F)F